C(C)NS(=O)(=O)NC1=NC=CC(=C1F)CC=1C(=C(C(=C(C(=O)N)C1)NC1=C(C=C(C=C1)I)F)F)F 5-[[2-(Ethylsulfamoylamino)-3-fluoropyridin-4-yl]methyl]-3,4-difluoro-2-(2-fluoro-4-iodoanilino)benzamide